CC1(OB(OC1(C)C)B1OC(C(O1)(C)C)(C)C)C 4,4,5,5-tetramethyl-2-(4,4,5,5-tetramethyl-1,3,2-dioxaborol-2-yl)-1,3,2-dioxaborolane